C(C1=CC=CC=C1)OC1(C2=NN=C(C=3C(=CC(=C(OC=4C=CC=CC4CC=CC1)N3)C(F)(F)F)NC(OC(C)(C)C)=O)O2)C(F)(F)F tert-Butyl N-[6-(benzyloxy)-6,19-bis(trifluoromethyl)-17,23-dioxa-3,4,22-triazatetracyclo[16.3.1.12,5.011,16]tricosa-1(22),2,4,8,11(16),12,14,18,20-nonaen-21-yl]carbamate